F[C@H]1C[C@H](N2N=C(N=C21)S)C2=C(C#N)C=CC=C2 2-[(5S,7S)-7-fluoro-2-sulfanyl-6,7-dihydro-5H-pyrrolo[1,2-b][1,2,4]triazol-5-yl]benzonitrile